7-methyl-4,6,6a,7,8,9-hexahydroindolo[4,3-fg]quinoline-9-carboxylic acid CN1CC(C=C2C3=C4C(CC12)=CNC4=CC=C3)C(=O)O